C(C)(C)(C)[C@H]1CC[C@H](CC1)NC(C1=CC(=CC(=C1)NC(=O)[C@@H]1CC[C@@H](CC1)C(C)(C)C)NC(=O)[C@@H]1CC[C@@H](CC1)C(C)(C)C)=O N-(cis-4-tert-butylcyclohexyl)-3,5-bis-[cis-4-tert-butylcyclohexylcarbonylamino]-benzamide